N[C@@H](C(=O)O)CS (S)-2-amino-3-mercaptopropionic acid